2,2'-(((((oxybis(ethane-2,1-diyl))bis(oxy))bis(ethane-2,1-diyl))bis(oxy))bis(3,1-phenylene))diacetic acid O(CCOCCOC=1C=C(C=CC1)CC(=O)O)CCOCCOC=1C=C(C=CC1)CC(=O)O